N=1N(N=CC1)C1=C(C=C(C=N1)NC(=O)C1CC2(OCC2)C2=C1C=NC=1N2N=C(C1)Cl)C(F)(F)F N-(6-(2H-1,2,3-triazol-2-yl)-5-(trifluoromethyl)pyridin-3-yl)-2-chloro-6,7-dihydrospiro[cyclopenta[e]pyrazolo[1,5-a]pyrimidine-8,2'-oxetane]-6-carboxamide